O[C@]1(C2(C(=C3C=C(CC3=C1)COC)C)CC2)C (R)-6'-hydroxy-2'-(methoxymethyl)-4',6'-dimethylspiro[cyclopropane-1,5'-inden]